bromoethane phosphine salt P.BrCC